C(CCCCC=C)C(COC(CCCCC(=O)O)=O)CCCCCC=C 6-((2-(hept-6-en-1-yl)non-8-en-1-yl)oxy)-6-oxohexanoic acid